OC=1C(=C2C=CC(=CC2=CC1)S(=O)(=O)[O-])\N=N\C1=C(C=C(C(=C1)C)S(=O)(=O)O)OC.[Na+].[Na+].OC=1C(=C2C=CC(=CC2=CC1)S(=O)(=O)[O-])\N=N\C1=C(C=C(C(=C1)C)S(=O)(=O)O)OC disodium 6-hydroxy-5-[(E)-(2-methoxy-5-methyl-4-sulfophenyl) diazenyl]-2-naphthalenesulfonate